4-methyl-3-(4-(5-(morpholinopyridin-3-yl)-1H-pyrazol-1-yl)phenyl)-3-(trifluoromethoxy)pyrrolidine-1-carboxamide CC1C(CN(C1)C(=O)N)(OC(F)(F)F)C1=CC=C(C=C1)N1N=CC=C1C=1C(=NC=CC1)N1CCOCC1